C(#N)C1=CC=C(C=C1)C=1N=CSC1 4-(4-cyanophenyl)thiazole